ClC=1C=C(C(=NC1Cl)NC=1C(=NC=CC1C)C(C)C)N 5,6-dichloro-N2-(2-isopropyl-4-methylpyridin-3-yl)pyridine-2,3-diamine